C(OC)(OC1=C(C=C(C=C1)C(C)(C)C)C(C)(C)C)=O methyl 2,4-di-tert-butyl-phenyl carbonate